2-(5-chloronaphthalen-1-yl)-N1,N3-Diphenylbenzene-1,3-diamine ClC1=C2C=CC=C(C2=CC=C1)C1=C(C=CC=C1NC1=CC=CC=C1)NC1=CC=CC=C1